BrC1S(CC2=C1C=CC=C2)=O bromo-1,3-dihydro-2λ4-benzo[C]thiophen-2-one